ethyl 1-(3-((4-hydroxy-2-methyl-3-oxo-2-azabicyclo[3.1.0]hexan-4-yl)ethynyl)phenyl)imidazo[1,5-a]pyridine-3-carboxylate OC1(C(N(C2CC12)C)=O)C#CC=1C=C(C=CC1)C=1N=C(N2C1C=CC=C2)C(=O)OCC